C(C)OC(=O)C1=CC2=C(S1)C=C(C(=C2I)OC(C(=O)OC)C)OC 4-iodo-6-methoxy-5-((1-methoxy-1-oxoprop-2-yl)oxy)benzo[b]thiophene-2-carboxylic acid ethyl ester